N-(5-(4-((3-morpholinopropyl)carbamoyl)-1H-1,2,3-triazol-1-yl)-2-((3S,5R)-3,4,5-trimethylpiperazin-1-yl)phenyl)-6-oxo-4-(trifluoromethyl)-1,6-dihydropyridine-3-carboxamide O1CCN(CC1)CCCNC(=O)C=1N=NN(C1)C=1C=CC(=C(C1)NC(=O)C1=CNC(C=C1C(F)(F)F)=O)N1C[C@@H](N([C@@H](C1)C)C)C